4-hydroxy-anisol OC1=CC=C(C=C1)OC